ClC(N1NC(=CC(=N1)C(Cl)(Cl)Cl)C1=CC=C(C=C1)OC)(Cl)Cl 2,4-Bis(trichloromethyl)-6-(4-methoxyphenyl)-triazine